CC(C)C(C(C(CC)C)=O)(C)C 2,3,3,5-tetramethylheptan-4-one